C(C)C1=CC(=NN1C)C1=NC=2C(=NC=CC2C=2C=CC3=C(CCCC[C@H]3NC(=O)C3=NC(=NO3)C(C)(C)C)C2)N1 3-tert-Butyl-[1,2,4]oxadiazole-5-carboxylic acid {(R)-2-[2-(5-ethyl-1-methyl-1H-pyrazol-3-yl)-3H-imidazo[4,5-b]pyridin-7-yl]-6,7,8,9-tetrahydro-5H-benzocyclohepten-5-yl}-amide